(S)-N1-ethyl-N6-(1-(2-(2-adamantylamino)-2-oxoethyl)-2-oxo-1,2-dihydropyridin-3-yl)-5-(4-methyl-2-phenylthiazole-5-carboxamido)-2-oxohexanediamide C(C)NC(C(CC[C@@H](C(=O)NC=1C(N(C=CC1)CC(=O)NC1C2CC3CC(CC1C3)C2)=O)NC(=O)C2=C(N=C(S2)C2=CC=CC=C2)C)=O)=O